5-trifluoromethylbenzo[b]thiophene-2-carboxylic acid ethyl ester C(C)OC(=O)C1=CC2=C(S1)C=CC(=C2)C(F)(F)F